NCCCCCC(=O)OCCOC(CCCCCN)=O ethane-1,2-diyl bis(6-aminohexanoate)